2-[4-chloro-7-[(2-methoxy-3,4-dioxo-cyclobuten-1-yl)amino]-1-oxo-isoindolin-2-yl]-4-methyl-benzoic acid ClC1=C2CN(C(C2=C(C=C1)NC1=C(C(C1=O)=O)OC)=O)C1=C(C(=O)O)C=CC(=C1)C